N1CC(C1)C=1C=CC(=NC1)C1=C(C=C(C=C1)S(=O)(=O)C)Cl 5-(azetidin-3-yl)-2-(2-chloro-4-methylsulfonyl-phenyl)pyridine